acryloyl-oxydecane-1,1-dicarboxylic acid C(C=C)(=O)OC(CCCCCCCCC)(C(=O)O)C(=O)O